6-(2-(4-((5-cyclopropyl-3-(2,6-dichlorophenyl)isoxazol-4-yl)methoxy)piperidin-1-yl)thiazol-4-yl)nicotinic acid C1(CC1)C1=C(C(=NO1)C1=C(C=CC=C1Cl)Cl)COC1CCN(CC1)C=1SC=C(N1)C1=NC=C(C(=O)O)C=C1